FC1=C(C=CC(=C1)F)CN(C(=O)NCC1=CC=C(C=C1)OCCC)C1CCNCC1 1-[(2,4-difluorophenyl)methyl]-1-(piperidin-4-yl)-3-[(4-propoxyphenyl)methyl]urea